FC(C(=O)O)(F)F.CN1N=CC(=C1)C1=NC=CC(=C1)CC1=CC2=C(OC(CO2)C2=CC=C(C=C2)C(F)(F)F)C=C1 2-(1-methyl-1H-pyrazol-4-yl)-4-((2-(4-(trifluoromethyl)phenyl)-2,3-dihydrobenzo[b][1,4]dioxin-6-yl)methyl)pyridine 2,2,2-trifluoroacetate